NC1(CCN(CC1)C1=NC(=C2C(=N1)NN=C2Br)C#N)C2=NC=CC=C2 6-(4-amino-4-(pyridin-2-yl)piperidin-1-yl)-3-bromo-1H-pyrazolo[3,4-d]pyrimidine-4-carbonitrile